C1(CCCCC1)CC1(C(N(C(C2=CC=CC=C12)=O)C)=O)C 4-(cyclohexylmethyl)-2,4-dimethylisoquinoline-1,3(2h,4h)-dione